C(C=C)(=O)NC=1C=C(C=CC1C)C1=C(NC2=NC=CC(=C21)Cl)C=2C=C(C(=O)NC1CCCCC1)C=CC2 3-(3-(3-acrylamido-4-methylphenyl)-4-chloro-1H-pyrrolo[2,3-b]pyridin-2-yl)-N-cyclohexylbenzamide